n-butoxy-titanium trichloride [Cl-].[Cl-].[Cl-].C(CCC)O[Ti+3]